FC=1C(=CC2=C(NC=N2)C1)N1C(OC[C@@H]1C1=CC=CC=C1)=O (S)-3-(6-Fluoro-1H-benzo[d]imidazol-5-yl)-4-phenyloxazolidin-2-on